C(C)(C)(C)OC(=O)N1CC=C(C1)C1=CC=CC=C1 4-phenyl-2,5-dihydro-1H-pyrrole-1-carboxylic acid tert-butyl ester